C(CC1=CC=CC=C1)C1=NN(C=C1C=CC(=O)N)C1=CC=CC=C1 3-(3-phenethyl-1-phenyl-1H-pyrazol-4-yl)acrylamide